4,5-dihydro-3H-thiazol-2-yl N,N-dimethyldithiocarbamate CN(C(SC1SCCN1)=S)C